FC1(OC2=C(O1)C=CC(=C2)[C@H](C)NC=2C=C(C=CC2F)N2N=C(C=1CCC[C@@H](C21)NC21CC(C2)(C1)C(=O)O)C(F)(F)F)F 3-[[(7S)-1-[3-[[(1S)-1-(2,2-difluoro-1,3-benzodioxol-5-yl)ethyl]amino]-4-fluoro-phenyl]-3-(trifluoromethyl)-4,5,6,7-tetrahydroindazol-7-yl]amino]bicyclo[1.1.1]pentane-1-carboxylic acid